α-thioglycerin C(C(CS)O)O